FC1=CC=C(C=C1)[C@@H](C)NC(=O)C=1NC2=C(C=C3C(=NNC3=C2)C2=CC=NC=C2)N1 (R)-N-(1-(4-fluorophenyl)ethyl)-3-(pyridin-4-yl)-1,7-dihydroimidazo[4,5-f]indazole-6-carboxamide